(cyclohexylamino)-1-propanesulfonic acid C1(CCCCC1)NC(CC)S(=O)(=O)O